5,6-bis(4-fluorophenoxy)isoindoline-1,3-dione FC1=CC=C(OC=2C=C3C(NC(C3=CC2OC2=CC=C(C=C2)F)=O)=O)C=C1